ClC=1C(=NC(=NC1)F)NC=1C=C2C=C(C=3N(C2=CC1)C=CN3)OC N-(5-chloro-2-fluoropyrimidin-4-yl)-4-methoxyimidazo[1,2-a]quinolin-7-amine